3-[Di(2H3)methylamino]-1-[(2R,5S)-4-(2-{7,8-dimethyl-[1,2,4]triazolo[1,5-a]pyridin-6-yl}-3-(propan-2-yl)-1H-pyrrolo[3,2-b]pyridin-5-yl)-2,5-dimethylpiperazin-1-yl]propan-1-on C([2H])([2H])([2H])N(CCC(=O)N1[C@@H](CN([C@H](C1)C)C1=CC=C2C(=N1)C(=C(N2)C=2C(=C(C=1N(C2)N=CN1)C)C)C(C)C)C)C([2H])([2H])[2H]